(+-)-9-(benzyloxy)-3-(tert-butoxy)-10-methoxy-1,3,4,6,7,11b-hexahydro-2H-pyrido[2,1-a]isoquinolin-2-one C(C1=CC=CC=C1)OC=1C=C2CCN3C(C2=CC1OC)CC(C(C3)OC(C)(C)C)=O